C1(CC1)C1=CC(=C(C=N1)C1=NC=CC(=C1CN=C=S)NC(OC(C)(C)C)=O)OC tert-Butyl [6'-cyclopropyl-3-(isothiocyanatomethyl)-4'-methoxy[2,3'-bipyridine]-4-yl]carbamate